C(C=C)C1=C(C(=CC=C1OC1=CC=C(C=C1)N)C1=CC(=C(C=C1)OC1=CC=C(C=C1)N)CC=C)CC(=O)OCCC(=O)Cl 3,3'-diallyl-4,4'-di(4-aminophenoxy)biphenylacetoxypropionyl chloride